bis-(trimethoxysilylpropyl)-amine CO[Si](OC)(OC)CCCNCCC[Si](OC)(OC)OC